disodium tetramethylhexadecenyl-succinyl-cysteine CSC([C@](N(C(CCC(=O)O)=O)C=CCCCCCCCCCCCCCC)(C(=O)O)C)(C)C.[Na].[Na]